IC1=CC=C(C=C1)N1CCC(CC1)CCO 2-[1-(4-iodophenyl)-4-piperidinyl]ethanol